COCCOC1=CC=C(C=C1)C1=CN=C(S1)NC(=O)C1N2C=CC=C2C(CC1)=O N-[5-[4-(2-methoxyethoxy)phenyl]thiazol-2-yl]-8-oxo-6,7-dihydro-5H-indolizine-5-carboxamide